N-(3-dimethoxymethylsilylpropyl)-aspartic acid diethyl ester C(C)OC([C@@H](NCCC[SiH2]C(OC)OC)CC(=O)OCC)=O